6-chloro-1-(4-(1-isopropyl-4-(trifluoromethyl)-1H-imidazol-2-yl)benzyl)-1H-pyrazolo[3,4-d]pyrimidine ClC1=NC=C2C(=N1)N(N=C2)CC2=CC=C(C=C2)C=2N(C=C(N2)C(F)(F)F)C(C)C